CC1=C(C=CC(=C1)C)C=1SC=CC1 2-(2,4-DIMETHYLPHENYL)THIOPHEN